C([C@@H](O)[C@H](O)[C@@H](O)CO)O L-Xylitol